CNC(=O)C=1NC(=CC(C1)=O)C N,6-dimethyl-4-oxo-1,4-dihydropyridine-2-carboxamide